(4-amino-phenyl)(4-ethylpiperazin-1-yl)methanone (+/-)-trans-tert-Butyl-4-(4-Methoxyphenyl)-3-{[(methylsulfonyl)oxy]-methyl}piperidine-1-carboxylate C(C)(C)(C)OC(=O)N1C[C@H]([C@@H](CC1)C1=CC=C(C=C1)OC)COS(=O)(=O)C.NC1=CC=C(C=C1)C(=O)N1CCN(CC1)CC |r|